ClC=1C=C2C(=CNC2=CC1)C(C(C)NC)=O 1-(5-chloro-1H-indol-3-yl)-2-(methylamino)propan-1-one